CN1C(=O)[C@]2(C3=C(C4=C5CC[N+](C5=CC(=C4O2)O)(C)C)C(=O)C6=C(C3=O)C(=CN6)CCN)N(C1=O)C The molecule is an alkaloid isolated from the marine sponge Neopetrosia exigua which acts as a potent inhibitor of indoleamine 2,3-dioxygenase.